3-(2-methoxy-6-methyl-4-(trifluoromethyl)phenyl)-5,6,7,8-tetrahydropyrido[3,2-e][1,2,4]triazine COC1=C(C(=CC(=C1)C(F)(F)F)C)C=1N=NC2=C(N1)CCCN2